(S)-4-amino-2-(4-chlorophenyl)quinazoline NC1=NC(=NC2=CC=CC=C12)C1=CC=C(C=C1)Cl